3-amino-4-(4,5-diamino-1,2,4-triazole-3-yl)-furazan cobalt perchlorate Cl(=O)(=O)(=O)[O-].[Co+2].NC1=NON=C1C1=NN=C(N1N)N.Cl(=O)(=O)(=O)[O-]